FC(C1=NN=C(S1)C1=NN=C2N1C=C(C=C2N2CCN(CC2)C(C(C)C)=O)S(=O)(=O)NC2(CC2)CF)F 3-(5-(difluoromethyl)-1,3,4-thiadiazol-2-yl)-N-(1-(fluoromethyl)cyclopropyl)-8-(4-isobutyrylpiperazin-1-yl)-[1,2,4]triazolo[4,3-a]pyridine-6-sulphonamide